ClC=1C=C(C=CC1)C1(CC1)C=1NC(C=2CN(CCCC2N1)C([C@@H](C=1C=C(C=CC1)C1=CC(=CC=C1)OC(C)C)O)=O)=O (R)-2-(1-(3-chlorophenyl)cyclopropyl)-6-(2-hydroxy-2-(3'-isopropoxy-[1,1'-biphenyl]-3-yl)acetyl)-3,5,6,7,8,9-hexahydro-4H-pyrimido[5,4-c]azepin-4-one